C(C)(C)(C)C1=C(C=CC(=C1)C(C)(C)C)OP(OC1=C(C=C(C=C1)C(C)(C)C)C(C)(C)C)OC1=C(C=C(C=C1)C(C)(C)C)C(C)(C)C.C(C)(C)(C)C=1C=C(C=C(C1O)C(C)(C)C)CCC(=O)OCCCCCCCCCCCCCCCCCC Octadecyl 3-(3,5-di-tert-butyl-4-hydroxyphenyl)propionate Tris(2,4-di-tert-butylphenyl)phosphite